[Si](C)(C)(C(C)(C)C)OCCOC1=C(C=CC(=C1)F)N1C(=C(C2=C1C=C1C=NN(C1=C2)C(C(C)(C)C)=O)I)C(C)C 1-[5-[2-[2-[tert-butyl(dimethyl)silyl]oxyethoxy]-4-fluoro-phenyl]-7-iodo-6-isopropyl-pyrrolo[2,3-f]indazol-1-yl]-2,2-dimethyl-propan-1-one